BrC1=C2CCN([C@@H](C2=CC=C1)C(NC1=CC=C(C=C1)C(=O)OC)=O)C(=O)OCC1=CC=CC=C1 benzyl (S)-5-bromo-1-((4-(methoxycarbonyl) phenyl) carbamoyl)-3,4-dihydroisoquinoline-2(1H)-carboxylate